FC=1C=CC=C2C=C(C(NC12)=O)NC1=NC(=NC=C1)NC=1C=C(C(=NC1)N1CCS(CC1)(=O)=N)OC 4-{5-[4-(8-fluoro-2-oxo-1,2-dihydro-3-quinolylamino)-2-pyrimidinylamino]-3-methoxy-2-pyridyl}-1-imino-1λ6,4-thiazinan-1-one